BrC1=NC2=C(N1C(=O)OC(C)(C)C)C=C(C=C2)C=2C(=NN(C2)C2OCCCC2)C2=NC(=CC=C2)C tert-butyl 2-bromo-6-(3-(6-methylpyridin-2-yl)-1-(tetrahydro-2H-pyran-2-yl)-1H-pyrazol-4-yl)-1H-benzo[d]imidazole-1-carboxylate